FC1=C(C(=CC=C1)C)N1CCC(CC1)C1=C(C=2C(=NC(=CN2)C)N(C1=O)CC1=NC=CN=C1C(F)(F)F)C 7-(1-(2-fluoro-6-methylphenyl)piperidin-4-yl)-3,8-dimethyl-5-((3-(trifluoromethyl)pyrazine-2-yl)methyl)pyrido[2,3-b]pyrazin-6(5H)-one